N-(methylsulfonyl)nicotinamide CS(=O)(=O)NC(C1=CN=CC=C1)=O